COC1=CC=2N(C=C1)C(=CN2)C(=O)OCC ethyl 7-methoxyimidazo[1,2-a]pyridine-3-carboxylate